C(C)OC=1C(=NC(=C(C1)N)C)C=1C=NC=CC1 ethoxy-6-methyl-[2,3'-bipyridyl]-5-amine